1-[tert-butyl-(dimethyl)silyl]oxy-3-(6-chloro-3-iodo-pyrazolo[4,3-c]pyridin-1-yl)-3-methyl-butan-2-ol C(C)(C)(C)[Si](OCC(C(C)(C)N1N=C(C=2C=NC(=CC21)Cl)I)O)(C)C